C(C)(C)(C)OC(NC1=CC=C(C=C1)C1=NN(C(C1)C1=CC=CC=2N1C=CN2)C(C2=CC=C(C=C2)C)=O)=O.O2C(=CC=C2)C2=CC(=NO2)C(=O)N 5-(furan-2-yl)isoxazole-3-carboxamide tert-butyl-N-[4-(5-{imidazo[1,2-a]pyridin-5-yl}-1-(4-methylbenzoyl)-4,5-dihydropyrazol-3-yl)phenyl]carbamate